2,5-bis((E)-4-hydroxy-3-methoxybenzylidene)cyclopentan-1-one OC1=C(C=C(\C=C/2\C(/C(/CC2)=C/C2=CC(=C(C=C2)O)OC)=O)C=C1)OC